C(C)(C)NC1=NC(=NC(=N1)N)N isopropyl-melamine